C(C(C)(C)C)(=O)OC1=CC2=C(C(=CCCC2)C2=CC=C(C=C2)N)C=C1 9-(4-aminophenyl)-6,7-dihydro-5H-benzo[7]annulen-3-yl pivalate